C(C1=CC=CC=C1)O[C@@H](CNC=1SC=C(N1)C(=O)OCC)CC1=C(N=NC(=C1C)Cl)Cl ethyl 2-{[(2R)-2-(benzyloxy)-3-(3,6-dichloro-5-methylpyridazin-4-yl) propyl] amino}-1,3-thiazole-4-carboxylate